prolyl-selenomethionine N1[C@@H](CCC1)C(=O)N[C@@H](CC[Se]C)C(=O)O